C(CCCCCCC\C=C/C\C=C/CCCCC)(=O)OCC(COC(CCC(OCCCCCCCC)OCCCCCCCC)=O)COC(NC1CN(C1)CCF)=O 3-((4,4-bis(octyloxy)butanoyl)oxy)-2-((((1-(2-fluoroethyl)azetidin-3-yl)-carbamoyl)oxy)methyl)propyl (9Z,12Z)-octadeca-9,12-dienoate